2-cyclohexyl-2-(2-triisopropylsilylethyl)-1,3-diisopentoxypropane C1(CCCCC1)C(COCCC(C)C)(COCCC(C)C)CC[Si](C(C)C)(C(C)C)C(C)C